C(/C)=N\[S@](=O)C(C)(C)C (R,E)-N-ethylidene-2-methylpropane-2-sulfinamide